Methyl 1-(1-(3,5-dimethyl-4-(4-(trifluoromethyl)-1H-pyrazol-1-yl) phenyl) butyl)-1H-imidazole-5-carboxylate CC=1C=C(C=C(C1N1N=CC(=C1)C(F)(F)F)C)C(CCC)N1C=NC=C1C(=O)OC